N(=[N+]=[N-])C1=CC=C(C=C1)N1N=C(C(=C1C1=CC(=C(C=C1)OC)OC)C#N)C(F)(F)F 1-(4-azidophenyl)-5-(3,4-dimethoxyphenyl)-3-(trifluoromethyl)-1H-pyrazole-4-carbonitrile